FC1=CC=C(C=C1)[C@H](C(C)(C)C1=CC(=C(C(=C1)OC)[C@H]1C=C([C@@H]2C([C@H]1C2)(C)C)CO)OC)CCCCC ((1S,4S,5S)-4-(4-((R)-3-(4-fluorophenyl)-2-methyloctan-2-yl)-2,6-dimethoxyphenyl)-6,6-dimethylbicyclo[3.1.1]hept-2-en-2-yl)methanol